m-toluyl isobutyrate C(C(C)C)(=O)OC=1C=C(C=CC1)C